N-[3-[5-(4-chlorophenyl)thiazol-2-yl]-1-bicyclo[1.1.1]pentyl]-2-(1-methylsulfonyl-cyclopropyl)oxazole-5-carboxamide ClC1=CC=C(C=C1)C1=CN=C(S1)C12CC(C1)(C2)NC(=O)C2=CN=C(O2)C2(CC2)S(=O)(=O)C